(2-fluoro-4-(thiazol-2-yl)phenyl)methanamine FC1=C(C=CC(=C1)C=1SC=CN1)CN